2-((S)-1-(4-(6-((4-bromo-2-fluorobenzyl)oxy)pyridin-2-yl)piperidine-1-yl)ethyl)-1-(((S)-oxetan-2-yl)methyl)-1H-benzo[d]imidazole-6-carboxylic acid BrC1=CC(=C(COC2=CC=CC(=N2)C2CCN(CC2)[C@@H](C)C2=NC3=C(N2C[C@H]2OCC2)C=C(C=C3)C(=O)O)C=C1)F